CC1=NN=C(O1)NC(C1=C(C=CC=C1)OC1=CC=C(C=C1)C(F)(F)F)=O N-(5-methyl-1,3,4-oxadiazol-2-yl)-2-(4-trifluoromethylphenoxy)benzamide